C(C)C=1C=CC2=CN(N=C2C1NC(=O)N=[S@@](=O)(N)C=1SC(=CN1)C(C)(C)O)C (S)-N'-((6-ethyl-2-methyl-2H-indazol-7-yl)-carbamoyl)-5-(2-hydroxy-propan-2-yl)thiazole-2-sulfonimidamide